4-(5-(1'-isopropyl-[1,4'-bipiperidin]-4-yl)-3-methyl-1H-indol-2-yl)-1H-pyrazolo[3,4-b]pyridine C(C)(C)N1CCC(CC1)N1CCC(CC1)C=1C=C2C(=C(NC2=CC1)C1=C2C(=NC=C1)NN=C2)C